ClP(N=P(Cl)(Cl)Cl)(NP)(Cl)Cl hexachloro-triphosphazene